C(C1=CC=CC=C1)N1C[C@@H](CCC1)C(=O)OC[C@@H]1C[C@H]2N(CCC3=CC(=C(C=C23)OC)OC)C[C@H]1CC(C)C [(2R,3S,11bR)-9,10-dimethoxy-3-(2-methylpropyl)-1H,2H,3H,4H,6H,7H,11bH-pyrido[2,1-a]isoquinolin-2-yl]methyl (3R)-1-benzylpiperidine-3-carboxylate